2,2-bis(3-methyl-4-aminophenyl)benzene CC=1C=C(C=CC1N)C1(CC=CC=C1)C1=CC(=C(C=C1)N)C